N-[(2,5-dioxo-4-(propan-2-yl)imidazolidin-4-yl)methyl]-2-(4-fluorophenyl)-2H-1,2,3-triazole-4-carboxamide O=C1NC(C(N1)(C(C)C)CNC(=O)C1=NN(N=C1)C1=CC=C(C=C1)F)=O